C(=O)C=1C(=C2C=C(N(C2=CC1)CC1CC(NCC1)=O)C#N)C 5-Formyl-4-methyl-1-[(2-oxopiperidin-4-yl)methyl]-1H-indole-2-carbonitrile